S1C=NC=C1NC(OC1=CC=CC=C1)=O phenyl N-thiazol-5-ylcarbamate